N-[(1S)-1-[4-({2-chloro-7-[(1S)-1-methoxyethyl]-[1,2,4]triazolo[1,5-a]pyrimidin-6-yl}amino)phenyl]-2,2,2-trifluoroethyl]-N-methylthiane-4-carboxamide ClC1=NN2C(N=CC(=C2[C@H](C)OC)NC2=CC=C(C=C2)[C@@H](C(F)(F)F)N(C(=O)C2CCSCC2)C)=N1